N[C@@H]1C(N(C2=C(C(C1)(F)F)C=C(C(=C2)C2=NN=C(O2)C21CN(CC(C2)C1)C(=O)OC)F)CC1=CC=C(C=C1)Cl)=O methyl 1-[5-[(3S)-3-amino-1-[(4-chlorophenyl)methyl]-5,5,7-trifluoro-2-oxo-3,4-dihydro-1-benzazepin-8-yl]-1,3,4-oxadiazol-2-yl]-3-azabicyclo[3.1.1]heptane-3-carboxylate